3,3-dichloromethyl propylene oxide ClCC(C1CO1)CCl